CN(C(OC(C)(C)C)=O)CCCN1N=NC2=C1C(=CC=C2)B2OC(C(O2)(C)C)(C)C tert-butyl N-methyl-N-[3-[7-(4,4,5,5-tetramethyl-1,3,2-dioxaborolan-2-yl)benzotriazol-1-yl]propyl]carbamate